(7-(difluoromethyl)-1-(prop-2-yn-1-yl)-1H-indazol-3-yl)-4-fluorobenzamide FC(C=1C=CC=C2C(=NN(C12)CC#C)C1=C(C(=O)N)C=CC(=C1)F)F